bis(3-(2-(dimethylamino)ethyl)-1H-indol-4-yl) isophthalate C(C1=CC(C(=O)OC2=C3C(=CNC3=CC=C2)CCN(C)C)=CC=C1)(=O)OC1=C2C(=CNC2=CC=C1)CCN(C)C